2-((1R,5S,6R)-3-(8,8-Difluoro-2-((S)-2-methylazetidin-1-yl)-5,6,7,8-Tetrahydroquinazolin-4-yl)-3-azabicyclo[3.1.1]heptan-6-yl)acetic acid FC1(CCCC=2C(=NC(=NC12)N1[C@H](CC1)C)N1C[C@H]2C([C@@H](C1)C2)CC(=O)O)F